CN(S(=O)(=O)C=1C=C(C=C2C=NNC12)C)CC#C N,5-dimethyl-N-(prop-2-yn-1-yl)-1H-indazole-7-sulfonamide